ClCC(=O)CC1=C(C=C(C=C1C)C)C 1-chloro-3-mesitylacetone